N[C@@H](C(=O)N[C@H](C(=O)NCC1=CC=C(C=C1)C(=N)NC(OCC1=CC=CC=C1)=O)CC1=CN=CN1)CCC1=CC=CC=C1 benzyl ((4-(((S)-2-((R)-2-amino-4-phenylbutanamido)-3-(1H-imidazol-5-yl)propanamido)methyl)phenyl)(imino)methyl)carbamate